1-(4-(7-(difluoromethyl)-6-(1-methyl-1H-pyrazol-4-yl)-3,4-dihydroquinolin-1(2H)-yl)-6-(1-(piperidin-4-ylmethyl)piperidin-4-yl)isoindol-2-yl)ethan-1-one FC(C1=C(C=C2CCCN(C2=C1)C=1C2=CN(C=C2C=C(C1)C1CCN(CC1)CC1CCNCC1)C(C)=O)C=1C=NN(C1)C)F